C(C)(C)(C)C=1C=C(C=C(C1)OCCCCCCCCO)NC(=O)C=1N=NN(C1C)C1=C(C=CC(=C1)OC)OC N-(3-(tert-butyl)-5-((8-hydroxyoctyl)oxy)phenyl)-1-(2,5-dimethoxyphenyl)-5-methyl-1H-1,2,3-triazole-4-carboxamide